C(=O)(OC(C)(C)C)NC(=N)C=1C=C(C=O)C=CC1 3-(BOC-AMIDINO)-BENZALDEHYDE